FC1=C(C=C(C=C1)F)N1C(C=2C=NC=CC2C1)=O 2-(2,5-difluorophenyl)-1H-pyrrolo[3,4-c]pyridin-3-one